L-leucyl-L-lysyl-L-seryl-L-lysyl-L-lysine N[C@@H](CC(C)C)C(=O)N[C@@H](CCCCN)C(=O)N[C@@H](CO)C(=O)N[C@@H](CCCCN)C(=O)N[C@@H](CCCCN)C(=O)O